3-(2,4-dioxotetrahydropyrimidin-1(2H)-yl)-4-(Trifluoromethoxy)pentafluorophenylbenzoate O=C1N(CCC(N1)=O)C=1C=C(C=CC1OC(F)(F)F)C1(C(C(=O)[O-])(C=CC(C1(F)F)F)F)F